C(C)(C)N1C[C@@H](CC[C@@H]1C)OC=1C=C2CN(C(C2=CC1)=O)C1C(NC(CC1)=O)=O 3-(5-(((3r,6s)-1-isopropyl-6-methylpiperidin-3-yl)oxy)-1-oxoisoindolin-2-yl)piperidine-2,6-dione